OC[C@H](C1=CC=CC=C1)NC1=CC(=NC=C1C1=NC(=NO1)C12CCN(CC1)CC2)NC2=CC=C1C(=N2)CNC1=O (S)-2-((4-((2-Hydroxy-1-phenylethyl)amino)-5-(3-(quinuclidin-4-yl)-1,2,4-oxadiazol-5-yl)pyridin-2-yl)amino)-6,7-dihydro-5H-pyrrolo[3,4-b]pyridin-5-one